FC(OC=1C=C(C#N)C=CC1)F 3-(difluoromethoxy)benzonitrile